N1-(2-(dimethylamino)ethyl)-N1-ethyl-N4-(4-(5-fluoro-1-methyl-1H-indol-3-yl)-7H-pyrrolo[2,3-d]pyrimidin-2-yl)-2-nitrobenzene-1,4-diamine CN(CCN(C1=C(C=C(C=C1)NC=1N=C(C2=C(N1)NC=C2)C2=CN(C1=CC=C(C=C21)F)C)[N+](=O)[O-])CC)C